IC=1C=NN(C1N1C(C2(C3=CC=CC=C13)CC2)=O)C 1'-(4-iodo-1-methyl-1H-pyrazol-5-yl)spiro[cyclopropane-1,3'-indoline]-2'-one